C1([C@H](O)[C@H](O)[C@@H](O)[C@@H](O1)C)C(C(=O)[O-])(C(CCCCCCCCCCC)O)C(C(CCCCCCCCCCCC)O)=O rhamnosyl-β-hydroxytetradecanoyl-β-hydroxytetradecanoate